N-allyl-N-(2,2,2-trifluoroacetyl)glycine C(C=C)N(CC(=O)O)C(C(F)(F)F)=O